FC(C)(F)C1=NC=CC(=N1)NC1=CC(=NC=C1C1=NC=C(N=C1)OC(F)F)NC(C)=O N-(4-((2-(1,1-difluoroethyl)pyrimidin-4-yl)amino)-5-(5-(difluoromethoxy)pyrazin-2-yl)pyridin-2-yl)acetamide